5-fluoro-3H-dispiro[isobenzofuran-1,1'-cyclohexane-4',2''-[1,3]dioxolane] FC=1C=C2COC3(CCC4(OCCO4)CC3)C2=CC1